OC(=O)C(F)(F)F.O1CC(C1)NC=1C=2CNCC2C=CC1 N-(oxetan-3-yl)isoindolin-4-amine TFA salt